[8-(2-chlorophenyl)-9-(4-chlorophenyl)-2-[(3S)-3-methoxypyrrolidin-1-yl]purin-6-yl]-4-methyl-piperidine-4-carboxamide ClC1=C(C=CC=C1)C=1N(C2=NC(=NC(=C2N1)N1CCC(CC1)(C(=O)N)C)N1C[C@H](CC1)OC)C1=CC=C(C=C1)Cl